C(C)(C)(C)C=1C=C2C3(C4=CC(=CC=C4C=4C=CC(=CC34)B(O)O)B(O)O)C3=CC(=CC=C3C2=CC1)C(C)(C)C 2',7'-di-tert-butylspiro-9,9'-bifluorene-2,7-bisboronic acid